[Si](C)(C)(C(C)(C)C)O[C@@H]1[C@@H](CCC1)NCC=1C=C(C2=C(N=C(O2)C=2C=C(C=CC2)C2=C(C=C(C=C2)F)C2=NN=CN2C)C1)C (1R,2S)-2-((tert-Butyldimethylsilyl)oxy)-N-((2-(4'-fluoro-2'-(4-methyl-4H-1,2,4-triazol-3-yl)-[1,1'-biphenyl]-3-yl)-7-methylbenzo[d]oxazol-5-yl)methyl)cyclopentan-1-amine